xanthon hydride [H-].C1=CC=CC=2OC3=CC=CC=C3C(C12)=O